3-(2-n-Butylphenyl)-2-Methylpropanal C(CCC)C1=C(C=CC=C1)CC(C=O)C